ClC(=O)P(O)(O)=O chlorocarbonylphosphonic acid